4-(4-nitrofurfuryl)-5-methoxycarbonyl-6-methyl-3,4-dihydropyrimidine-2(1H)-one [N+](=O)([O-])C=1C=C(CC2NC(NC(=C2C(=O)OC)C)=O)OC1